(S)-N,N-dimethyl-4-(2-((9'-oxo-6a',7'-dihydro-6'H,9'H-spiro[cyclopropane-1,8'-pyrido[2,3-b]pyrrolo[1,2-d][1,4]oxazin]-2'-yl)amino)pyrimidin-5-yl)benzamide CN(C(C1=CC=C(C=C1)C=1C=NC(=NC1)NC1=CC2=C(OC[C@H]3N2C(C2(C3)CC2)=O)N=C1)=O)C